3-[2-(piperidin-4-yl)ethyl]-6α-hydroxyandrost-2-en-17-one hydroiodide I.N1CCC(CC1)CCC=1CC2[C@H](C[C@H]3[C@@H]4CCC([C@@]4(C)CC[C@@H]3[C@]2(CC1)C)=O)O